3-(6-phenylhexyl)phenylboric acid C1(=CC=CC=C1)CCCCCCC=1C=C(C=CC1)OB(O)O